2-amino-N-(4-hydroxy-bicyclo[2.2.2]oct-1-yl)-5-(4-(3-(tetrahydro-2H-pyran-4-yl)-3-azabicyclo[3.1.0]hex-1-yl)phenyl)nicotinamide NC1=C(C(=O)NC23CCC(CC2)(CC3)O)C=C(C=N1)C1=CC=C(C=C1)C13CN(CC3C1)C1CCOCC1